[C@H]12CN(C[C@H](CC1)N2)C2=NC(=NC(=N2)OC[C@]21CCCN1C[C@@H](C2)F)COC2=CC(=CC1=CC=C(C(=C21)C#C)F)O 4-((4-((1R,5S)-3,8-diazabicyclo[3.2.1]octan-3-yl)-6-(((2R,7aS)-2-fluorotetrahydro-1H-pyrrolizin-7a(5H)-yl)methoxy)-1,3,5-triazin-2-yl)methoxy)-5-ethynyl-6-fluoronaphthalen-2-ol